lithium 4-cyano-4-(phenylcarbonothioylthio)pentanoic acid salt C(#N)C(CCC(=O)[O-])(C)SC(=S)C1=CC=CC=C1.[Li+]